N-((1r,3r)-3-((5-([1,2,4]triazolo[1,5-a]pyridin-6-yl)-7H-pyrrolo[2,3-d]pyrimidin-2-yl)amino)-1-methylcyclobutyl)propionamide N=1C=NN2C1C=CC(=C2)C2=CNC=1N=C(N=CC12)NC1CC(C1)(C)NC(CC)=O